(2-AMINO-1H-IMIDAZOL-4-YL)-ACETALDEHYDE HCL Cl.NC=1NC=C(N1)CC=O